ClC1=CC=C(C=N1)C(=O)C1=CC=C(C=C1)F (6-chloropyridin-3-yl)(4-fluorophenyl)methanone